(1-methyl-3-ethylcyclopentadienyl)(1-methyl-3-n-propylcyclopentadienyl)zirconocene CC1(C=C(C=C1)CC)C=1[C-](C=CC1)C1(C=C(C=C1)CCC)C.[CH-]1C=CC=C1.[Zr+2]